CN1N=CC2=CC(=CC=C12)\C=C\1/N=C(NC1=O)N[C@@H]1COCCC1 (4Z)-4-[(1-Methylindazol-5-yl)methylene]-2-[[(3S)-tetrahydropyran-3-yl]amino]-1H-imidazol-5-one